2-(azidomethyl)-6-chloro-4-fluorobenzoic acid methyl ester COC(C1=C(C=C(C=C1Cl)F)CN=[N+]=[N-])=O